tert-butyl 3-(4-(6-chloro-4-oxo-3,4-dihydro-7H-pyrrolo[2,3-d]pyrimidin-7-yl)phenyl)hexahydrocyclopenta[b][1,4]oxazine-4(4aH)-carboxylate ClC1=CC2=C(N=CNC2=O)N1C1=CC=C(C=C1)C1N(C2C(OC1)CCC2)C(=O)OC(C)(C)C